4-acryloyl-morpholin C(C=C)(=O)N1CCOCC1